C12(CC(C1)C2)COC2=NNC=C2 3-({bicyclo[1.1.1]pentan-1-yl}methoxy)-1H-pyrazole